2-(quinolin-2-yl)-2,3,4,9-tetrahydro-1H-pyrido[3,4-b]indole N1=C(C=CC2=CC=CC=C12)N1CC=2NC3=CC=CC=C3C2CC1